2-((3,5-dicyano-6-(dimethylamino)-4-ethylpyridin-2-yl)thio)-2-(piperidin-4-yl)acetamide C(#N)C=1C(=NC(=C(C1CC)C#N)N(C)C)SC(C(=O)N)C1CCNCC1